CC1=C(OCC(=O)N[C@H]([C@H](C[C@H](CC2=CC=CC=C2)NC([C@H](C)N2C(NCCC2)=O)=O)O)CC2=CC=CC=C2)C(=CC=C1)C (S)-N-((2S,4S,5S)-5-(2-(2,6-dimethylphenoxy)acetamido)-4-hydroxy-1,6-diphenylhexane-2-yl)-2-(2-oxotetrahydropyrimidin-1(2H)-yl)propanamide